ClC=1C=C(OCC(=O)O)C=C(C1CC1=CC(=C(C=C1)O)C1=C(C=CC=C1)C)Cl 2-[3,5-dichloro-4-[[4-hydroxy-3-(o-tolyl)phenyl]methyl]phenoxy]acetic acid